[amino({3-[(2S)-2-benzenesulfonamido-2-[6-(trifluoromethyl)-1,3-benzothiazol-2-yl]ethyl]phenyl})methylidene]amino acetate C(C)(=O)ON=C(C1=CC(=CC=C1)C[C@@H](C=1SC2=C(N1)C=CC(=C2)C(F)(F)F)NS(=O)(=O)C2=CC=CC=C2)N